C1(CCC1)NC1=CC=C(C(=N1)F)C1=C(C=NN1CC)C(=O)OCC Ethyl 5-(6-(cyclobutyl-amino)-2-fluoropyridin-3-yl)-1-ethyl-1H-pyrazole-4-carboxylate